BrC=1C=C2C=C(N(C2=CC1)C(=O)OC(C)(C)C)CO tert-butyl 5-bromo-2-(hydroxymethyl)indole-1-carboxylate